BrC1=C(N)C(=CC(=C1)[2H])[2H] 2-bromo-4,6-dideuterio-aniline